2,5-dihydroxyl-6-iodobenzoquinone OC=1C(C(=C(C(C1)=O)O)I)=O